C(C=1C(C(=O)OCCCCCCC(C)C)=CC=CC1)(=O)OCCCCCCC(C)C Di-Isononyl phthalate